8-methyl-8H-thieno[2,3-b]indole CN1C2=C(C3=CC=CC=C13)C=CS2